C(O)CN.C1(=C(C=CC=C1)OP(=O)(OC1=C(C=CC=C1)C)O)C ditolylphosphate-ethanolamine